isopropylidenediamine C(C)(C)(N)N